cis-2-amino-1-methylcyclopentanol N[C@H]1[C@](CCC1)(O)C